1,2,7,8,12,13-hexachloropentadecane ClCC(CCCCC(C(CCCC(C(CC)Cl)Cl)Cl)Cl)Cl